(1r,4r)-N1-(4-(tert-butyl)phenyl)cyclohexane-1,4-diamine C(C)(C)(C)C1=CC=C(C=C1)NC1CCC(CC1)N